C1(=CC=CC2=CC=CC=C12)C=1C=C2C=CC(=C(C2=CC1)C1=C(C=CC2=CC(=CC=C12)C1=CC=CC2=CC=CC=C12)OC=1C=CC(=C(C1)C1=CC=CC=C1)CO)OC=1C=CC(=C(C1)C1=CC=CC=C1)CO [(6,6'-bis(naphthalen-1-yl)[1,1'-binaphthalene]-2,2'-diyl)bis(oxy[1,1'-biphenyl]-5,2-diyl)]dimethanol